O=C1N(CC2=CC(=CC=C12)OC1CN(CC1C(F)(F)F)CC=1C=C2C=CC(=NC2=CC1)C1CCOCC1)C1C(NC(CC1)=O)=O 3-(1-Oxo-5-((1-((2-(tetrahydro-2H-pyran-4-yl)quinolin-6-yl)methyl)-4-(trifluoromethyl)pyrrolidin-3-yl)oxy)isoindolin-2-yl)piperidine-2,6-dione